C(CCCCCS)S n-hexane-1,6-dithiol